O=C1NC(CC[C@@H]1N1C(C2=CC=C(C=C2C1=O)OCC(=O)N1CCC(CC1)CNC1=C2N=CN(C2=NC=N1)C1CC(C1)NC(C1=NC(=CC=C1)C)=O)=O)=O N-((1s,3s)-3-(6-(((1-(2-((2-(2,6-dioxopiperidin-3-yl)-1,3-dioxoisoindolin-5-yl)oxy)acetyl)piperidin-4-yl)methyl)amino)-9H-purin-9-yl)cyclobutyl)-6-methylpicolinamide